6-bromo-4-chloro-1-methyl-2-(1-(methylsulfonyl)piperidin-4-yl)-1H-benzo[d]imidazole BrC=1C=C(C2=C(N(C(=N2)C2CCN(CC2)S(=O)(=O)C)C)C1)Cl